BrCC=1C=CC=2C=3N(C(NC2C1)=O)CCN3 8-(bromomethyl)-2,6-dihydroimidazo[1,2-c]quinazolin-5(3H)-one